2-[(3S)-piperidin-3-yl]-1λ6,2-thiazolidine-1,1-dione N1C[C@H](CCC1)N1S(CCC1)(=O)=O